C=CCC(=O)C(=O)[O-] The molecule is a 2-oxo monocarboxylic acid anion. It derives from a pent-4-enoate. It is a conjugate base of a 2-oxopent-4-enoic acid. It is a tautomer of a 2-hydroxypenta-2,4-dienoate.